N-(3-fluoro-4-(4-methylthiazol-5-yl)benzyl)-4-hydroxypyrrolidine-2-carboxamide FC=1C=C(CNC(=O)C2NCC(C2)O)C=CC1C1=C(N=CS1)C